CNC(C1=NC=C(C=C1)N1CCC(CC1)N1CC(CC1)C=1NC(C2=C(N1)N(CCC2)C)=O)=O N-methyl-5-(4-(3-(8-methyl-4-oxo-3,4,5,6,7,8-hexahydropyrido[2,3-d]pyrimidin-2-yl)pyrrolidin-1-yl)piperidin-1-yl)picolinamide